(1R,3R)-1-(2,6-difluoro-4-(2-(3-(fluoromethyl)azetidin-1-yl)ethoxy)phenyl)-3-methyl-2-(methylsulfonyl)-2,3,4,9-tetrahydro-1H-pyrido[3,4-b]indole FC1=C(C(=CC(=C1)OCCN1CC(C1)CF)F)[C@H]1N([C@@H](CC2=C1NC1=CC=CC=C21)C)S(=O)(=O)C